Iridium (iii) acetylacetone C(C)(=O)CC(C)=O.[Ir+3]